3-[2-(4-chloro-3-fluorophenoxy)acetamido]-N-[2-(1H-imidazol-4-yl)ethyl]bicyclo[1.1.1]pentane-1-carboxamide ClC1=C(C=C(OCC(=O)NC23CC(C2)(C3)C(=O)NCCC=3N=CNC3)C=C1)F